ClC=1C(=NC(=NC1)NC1=C(C=C(C=C1)N1CCC(CC1)N1CCN(CC1)CC)OC(F)F)NC1=C(SC=C1)C(=O)N 3-((5-chloro-2-((2-(difluoromethoxy)-4-(4-(4-ethylpiperazin-1-yl)piperidin-1-yl)phenyl)amino)pyrimidin-4-yl)amino)thiophene-2-carboxamide